C(C1=CC=CC=C1)N1C(=NC2=C1CN([C@@H](C2)C(=O)OCC2=CC=CC=C2)C(=O)OC(C)(C)C)C2=NNC1=CC(=CC=C21)C2=C(C=C(C=C2)OCC2=CC=CC=C2)CC 6-benzyl 5-(tert-butyl) (S)-3-benzyl-2-(6-(4-(benzyloxy)-2-ethylphenyl)-1H-indazol-3-yl)-3,4,6,7-tetrahydro-5H-imidazo[4,5-c]pyridine-5,6-dicarboxylate